C(C)C(CN(C(CC(C(=O)O)=O)C(CCC)C)CC(CCCC)CC)CCCC 4-(di(2-ethylhexyl)amino)-5-methyl-2-oxooctanoic acid